FC=1C=C(C=CC1)C1CNC2=C(O1)C=CC(=C2)N 2-(3-fluorophenyl)-3,4-dihydro-2H-benzo[b][1,4]oxazin-6-amine